p-nitrophenyl Phosphate, Disodium Salt [Na+].[Na+].P(=O)(OC1=CC=C(C=C1)[N+](=O)[O-])([O-])[O-]